[Al].[N+](=O)([O-])N(O)C1=CC=CC=C1 nitrophenylhydroxylamine aluminum salt